N1N=CC(=C1)CCCNC(C1=CC(=C(C=C1)S(=O)(=O)CC1=NN(C=C1)C)I)=O N-(3-(1H-pyrazol-4-yl)propyl)-3-iodo-4-(((1-methyl-1H-pyrazol-3-yl)methyl)sulfonyl)benzamide